FC(C)(F)C1=CC=C(OC2=CC=C(C=C2)C2=CC=CN3C2=NS(CC3)(=O)=O)C=C1 9-{4-[4-(1,1-difluoroethyl)phenoxy]phenyl}-3,4-dihydropyrido[2,1-c][1,2,4]thiadiazine 2,2-dioxide